1-(4-((4-(2-acetoxy-3-(ethylsulfonyl)propoxy)-3,5-dichlorophenyl)sulfonyl) phenoxy)-3-chloropropan-2-yl acetate C(C)(=O)OC(COC1=CC=C(C=C1)S(=O)(=O)C1=CC(=C(C(=C1)Cl)OCC(CS(=O)(=O)CC)OC(C)=O)Cl)CCl